NC=1C2=C(N=CN1)N(C=C2)[C@@H]2C=C([C@H]1OC(O[C@H]12)(C)C)CCC1=CC(=C2C=C(C(=NC2=C1)NCC1=CC=C(C=C1)OC)Cl)F 7-(2-((3aS,4R,6aR)-4-(4-Amino-7H-pyrrolo[2,3-d]pyrimidin-7-yl)-2,2-dimethyl-3a,6a-dihydro-4H-cyclopenta[d][1,3]dioxol-6-yl)ethyl)-3-chloro-5-fluoro-N-(4-methoxybenzyl)quinolin-2-amine